C1=CC=CC=2C3=CC=CC=C3C(C12)COC(=O)N(CC(=O)O)CCC 2-[9H-fluoren-9-yl-methoxycarbonyl-(propyl)amino]acetic acid